2-benzoAzole-6-Formaldehyde C=1N=CC=2C1CC(=CC2)C=O